C(C)S(=O)(=O)C1=CC=C(CC2=C(C(=O)N)C=CC(=C2)I)C=C1.[N] nitrogen (4-(ethylsulfonyl)benzyl)-4-iodobenzamide